C(#N)CC=1C=C(CNCCCCOC2CN(C2)C2=NC3=C(C4=CN=CC=C24)C=CC(=C3)C(=O)O)C=C(C1)F 5-(3-(4-((3-(cyanomethyl)-5-fluorobenzyl)amino)butoxy)azetidin-1-yl)benzo[c][2,6]naphthyridine-8-carboxylic acid